(1S,4R)-tert-butyl 1-(3-(cyclopropylmethoxy)-4-(difluoromethoxy) phenyl)-3-oxo-2-oxa-5-azabicyclo[2.2.1]heptane-5-carboxylate C1(CC1)COC=1C=C(C=CC1OC(F)F)[C@]12OC([C@H](N(C1)C(=O)OC(C)(C)C)C2)=O